CN(C)CC1=C(C=CC(=N1)NC=1C=CC(=C2CNC(C12)=O)C1=CN=C2N1C=CC(=C2)F)[C@@H]2OCCC2 (R)-7-((6-((dimethyl-amino)methyl)-5-(tetrahydrofuran-2-yl)pyridin-2-yl)amino)-4-(7-fluoro-imidazo[1,2-a]pyridin-3-yl)isoindolin-1-one